O=C1NC(CCC1N1C=C2C=CC(=CC2=C1)N1CCN(CC1)CC#C)=O 2-(2,6-dioxopiperidin-3-yl)-5-(4-(prop-2-yn-1-yl)piperazin-1-yl)isoindole